FC1=CC=C(C=C1)N1N=C(C2=CC=CC=C2C1=O)C=1C=C(C=CC1)NS(=O)(=O)N(C)C (3-(3-(4-fluorophenyl)-4-oxo-3,4-dihydro-phthalazin-1-yl)phenyl)-dimethylaminosulphonamide